CC(CC1SCC(N1)C(=O)O)CC(C)(C)C 2-(2,4,4-trimethylpentyl)thiazolidine-4-carboxylic acid